[Mo].[Ni].[Ni].[Ni] trinickel molybdenum